C(N)(=O)C=1C=C(CNC(=O)C=2C=CC3=C(N(C(=N3)C3=CC(=CC(=C3)Cl)Cl)[C@H]3C[C@@H](CC3)C(NC)=O)C2)C=CC1 N-(3-carbamoylbenzyl)-2-(3,5-dichlorophenyl)-1-((1R,3R)-3-(methylcarbamoyl)cyclopentyl)-1H-benzo[d]imidazole-6-carboxamide